7-methoxy-8-(propane-2-sulfonyl)-1-thiophen-3-yl-1,4-dihydro-chromeno[4,3-c]pyrazole-3-carboxylic acid (3-methyl-oxetan-3-yl)-amide CC1(COC1)NC(=O)C=1C2=C(N(N1)C1=CSC=C1)C=1C=C(C(=CC1OC2)OC)S(=O)(=O)C(C)C